(2'S,4S,7R)-2-chloro-4-(difluoromethyl)-4-methoxy-2'-methyl-spiro[5H-thieno[2,3-c]pyran-7,4'-piperidine] ClC1=CC2=C(S1)[C@@]1(C[C@@H](NCC1)C)OC[C@]2(OC)C(F)F